FCC(O)([2H])C1=CC=C(C=C1)C 2-fluoro-1-(p-tolyl)ethan-1-d-1-ol